COC1=C(C=C2N=C3CCCCC3=CC2=C1)OCCCN1CCCC1 7-methoxy-6-[3-(pyrrolidin-1-yl)propoxy]-1,2,3,4-tetrahydroacridin